ClC1=NC=C(C(=N1)NCC1=C(C=C(C=C1)F)F)C(=O)N 2-chloro-4-[(2,4-difluorobenzyl)amino]pyrimidin-5-carboxamide